FC(C(=O)O)(F)F.C1(CC1)SCN1CCCCC1 (cyclopropylsulfanylmethyl)piperidine trifluoroacetate